BrC1=NN2C(N=C(C=C2)N2CCN(CC2)CC2=NC=CC=C2C)=C1C#N 2-bromo-5-[4-[(3-methyl-2-pyridinyl)methyl]piperazin-1-yl]pyrazolo[1,5-a]pyrimidine-3-carbonitrile